3-(1-Acryloylpyrrolidin-3-yl)-7-amino-1-(4-(2,6-difluorophenoxy)phenyl)-1,5-dihydro-4H-pyrrolo[2,3-d]pyridazin-4-on C(C=C)(=O)N1CC(CC1)C1=CN(C=2C(=NNC(C21)=O)N)C2=CC=C(C=C2)OC2=C(C=CC=C2F)F